FC=1C=C(C(=O)C2=CC=C(C=C2)F)C=C(C1)F 3,4',5-trifluoro-benzophenone